8-styryl-2'-deoxyadenosine C(=CC1=CC=CC=C1)C=1N([C@H]2C[C@H](O)[C@@H](CO)O2)C=2N=CN=C(C2N1)N